ClC=1C=C(NC=2C3=C(N=CN2)C=CC(=N3)N3[C@@H]2CN([C@H](C3)C2)C(=O)OC(C)(C)C)C=CC1OC1=NN(C=C1)C tert-butyl (1S,4S)-5-[4-[3-chloro-4-(1-methylpyrazol-3-yl)oxy-anilino]pyrido[3,2-d]pyrimidin-6-yl]-2,5-diazabicyclo[2.2.1]heptane-2-carboxylate